OCCN(CCO)C N,N-Bis(2-Hydroxyethyl)methylamine